3-{[(5-Fluoropyridin-2-yl)oxy]methyl}-2-{[6-methyl-3-(1,3-thiazol-2-yl)pyridin-2-yl]carbonyl}-2-azabicyclo[3.1.1]heptan FC=1C=CC(=NC1)OCC1N(C2CC(C1)C2)C(=O)C2=NC(=CC=C2C=2SC=CN2)C